C1(CCC1)OC1=NC=CC=C1C1=CC(=C(C(=C1)F)C(CCCC(=O)O)C)F 5-[4-(2-Cyclobutoxy-3-pyridinyl)-2,6-difluoro-phenyl]hexanoic acid